5-{[(tert-butoxycarbonyl)amino]methyl}-6-cyclopropylpyridine-2-carboxylic acid C(C)(C)(C)OC(=O)NCC=1C=CC(=NC1C1CC1)C(=O)O